7-[2-[6-(Trifluoromethyl)imidazo[1,2-a]pyridin-3-yl]pyrimidin-4-yl]-1,2,5,6,8,8a-hexahydroimidazo[1,5-a]pyrazin-3-one FC(C=1C=CC=2N(C1)C(=CN2)C2=NC=CC(=N2)N2CC1N(CC2)C(NC1)=O)(F)F